N1(CCC1)C1=NC=C(C=N1)C(CO[Si](C1=CC=CC=C1)(C1=CC=CC=C1)C(C)(C)C)N1N=CC(=C1)[N+](=O)[O-] 2-(azetidin-1-yl)-5-(2-((tert-butyldiphenylsilyl)oxy)-1-(4-nitro-1H-pyrazol-1-yl)ethyl)pyrimidine